6-(3-((R or S)-2-(3-cyclopropoxyphenyl)-3,3,3-trifluoro-2-hydroxypropanoyl)-3-azaspiro[5.5]undecan-9-yloxy)-N,N,2-trimethylnicotinamide C1(CC1)OC=1C=C(C=CC1)[C@@](C(=O)N1CCC2(CC1)CCC(CC2)OC2=NC(=C(C(=O)N(C)C)C=C2)C)(C(F)(F)F)O |o1:10|